2-((3-(5-isopropoxypyridin-2-yl)-1,2,4-thiadiazol-5-yl)amino)-N,N-dimethylpyridine-3-sulfonamide C(C)(C)OC=1C=CC(=NC1)C1=NSC(=N1)NC1=NC=CC=C1S(=O)(=O)N(C)C